C(C)C=1N=C(C=2NC=3C=C(C=C(C3C2N1)F)F)N1CCC(CC1)CP(OCC)(OCC)=O diethyl ((1-(2-ethyl-7,9-difluoro-5H-pyrimido[5,4-b]indol-4-yl)piperidin-4-yl)methyl)phosphonate